C(C)(C)(C)OC(=O)NC1=CC=C(N=N1)CC1(C(N(C[C@H](C1)C(F)(F)F)C(=O)OC(C)(C)C)=O)C(=O)OC 1-(tert-butyl) 3-methyl (5S)-3-((6-((tert-butoxycarbonyl)amino)pyridazin-3-yl)methyl)-2-oxo-5-(trifluoromethyl)piperidine-1,3-dicarboxylate